N-methyl-2-(2,5-dimethyl-phenoxymethyl)phenyl-oxamide CN(C(=O)C(=O)N)C1=C(C=CC=C1)COC1=C(C=CC(=C1)C)C